[Na+].[Na+].OC(C(=O)[O-])CCC(=O)[O-] hydroxyglutaric acid disodium salt